O=C1N2C(N=NN1CCOC(F)(F)F)=C(N=C2)C(=O)NCCNC(OC(C)(C)C)=O tert-butyl N-[2-[[4-oxo-3-[2-(trifluoromethoxy)ethyl]imidazo[5,1-d][1,2,3,5]tetrazine-8-carbonyl]amino]ethyl]carbamate